C(C)(CC)N1N=CC=2N=C(N=C(C21)N[C@@H](C=2C=NC1=CC=CC=C1C2)C2CC2)C=2C=NN(C2)CC(=O)N 2-(4-{1-sec-butyl-7-[((R)-cyclopropyl-quinolin-3-yl-methyl)-amino]-1H-pyrazolo[4,3-d]pyrimidin-5-yl}-pyrazol-1-yl)-acetamide